aminophosphonate NP([O-])([O-])=O